BrC=1C(=C(C=CC1)O)C1CC1 3-bromo-2-cyclopropyl-phenol